tert-butyl (S)-4-(5-(8-chloronaphthalen-1-yl)-8-(3-(cyanomethyl)-3-(dimethylamino)azetidin-1-yl)-3,4-dihydro-2H-pyrano[2,3-f]quinazolin-10-yl)-2-(cyanomethyl)piperazine-1-carboxylate ClC=1C=CC=C2C=CC=C(C12)C1=C2C(=C3C(=NC(=NC3=C1)N1CC(C1)(N(C)C)CC#N)N1C[C@@H](N(CC1)C(=O)OC(C)(C)C)CC#N)OCCC2